[Si](C)(C)(C(C)(C)C)OCC=1N=C(SC1)C(C)(C)OC ((tert-butyldimethylsilyloxy)methyl)-2-(2-methoxypropan-2-yl)thiazole